(1H-benzimidazol-2-ylmethyl-(5,6,7,8-tetrahydroquinolin-8-yl)-amino)-piperidine-1-carboxylic acid amide N1C(=NC2=C1C=CC=C2)CN(C2CCCC=1C=CC=NC21)C2N(CCCC2)C(=O)N